tert-butyl 3-(1-(4-methoxybenzyl)-1H-pyrazol-3-yl)-3,6-diazabicyclo[3.1.1]heptane-6-carboxylate COC1=CC=C(CN2N=C(C=C2)N2CC3N(C(C2)C3)C(=O)OC(C)(C)C)C=C1